ClC1=CNC=2N=C(N=C(C21)N2CCC21CN(CCC1)C(C=C)=O)NC=1C=NN(C1)CC 1-(1-(5-Chloro-2-((1-ethyl-1H-pyrazol-4-yl)amino)-7H-pyrrolo[2,3-d]pyrimidin-4-yl)-1,6-diazaspiro[3.5]non-6-yl)prop-2-en-1-one